CC1=C(C(=C(C1(C=1N(C(NC1)=C=C1NC=CN1C)C)C)C)C)C pentamethylcyclopentadienyl[bis(3-methylimidazol-2-ylidene)-methane]